N1=CN=CC(=C1)[C@H](CC(=O)O)N1CC(C1)CCCCC1=NC=2NCCCC2C=C1 (S)-3-(pyrimidin-5-yl)-3-(3-(4-(5,6,7,8-tetrahydro-1,8-naphthyridin-2-yl)butyl)azetidin-1-yl)propionic acid